ClC=1C(=C2C=NNC2=C(C1F)N(CC)CC)C1=CC=2N(C=C1)N=C(C2)NC(=O)[C@H]2[C@H](C2)F (1S,2S)-N-(5-(5-chloro-7-(diethylamino)-6-fluoro-1H-indazol-4-yl)pyrazolo[1,5-a]pyridin-2-yl)-2-fluorocyclopropane-1-carboxamide